CN1C(=NC=C1C)C=1CCN(CC1)CC1=CN=C2C=C(C(NC2=C1)=O)CC 7-((4-(1,5-Dimethyl-1H-imidazol-2-yl)-3,6-dihydropyridin-1(2H)-yl)methyl)-3-ethyl-1,5-Naphthyridine-2(1H)-one